isoquinoline-3,8-diamine C1=NC(=CC2=CC=CC(=C12)N)N